CN1N=C(C2=CC=C(C=C12)C1=NOC(=N1)C1CCN(CC1)C(CNC(C1=NC=C(C=C1)OC)=O)=O)C N-(2-(4-(3-(1,3-dimethyl-1H-indazol-6-yl)-1,2,4-oxadiazol-5-yl)piperidin-1-yl)-2-oxoethyl)-5-methoxypicolinamide